ClC=1C(=NC(=NC1)NC1=CC(=C(C=C1)N1CCN(CC1)C(=O)OC(C)(C)C)F)C1=CC2=C(OCCN2C(C)C)C(=C1)Cl Tert-butyl 4-(4-((5-chloro-4-(8-chloro-4-isopropyl-3,4-dihydro-2H-benzo[b][1,4]oxazin-6-yl)pyrimidin-2-yl)amino)-2-fluorophenyl)piperazine-1-carboxylate